1,3-dimethyl-urea CNC(=O)NC